O.C(CC)S(=O)(=O)[O-].[Na+] sodium 1-propanesulfonate monohydrate